C(C)(C)(C)N1C(=NC2=C1C=C(C(=C2)F)Cl)NC(CC2C(C(C2)(F)F)(F)F)=O N-(1-(tert-butyl)-6-chloro-5-fluoro-1H-benzo[d]imidazol-2-yl)-2-(2,2,3,3-tetrafluorocyclobutyl)acetamide